2'-chloro-5'-methoxy-6-methyl-N-{5-[(1S,4S)-2-oxa-5-azabicyclo[2.2.1]heptan-5-yl]-[1,3]thiazolo[5,4-d]pyrimidin-2-yl}-[4,4'-bipyridine]-3-carboxamide ClC1=NC=C(C(=C1)C1=C(C=NC(=C1)C)C(=O)NC=1SC=2N=C(N=CC2N1)N1[C@@H]2CO[C@H](C1)C2)OC